5-fluoro-3-isopropyl-[1,1'-biphenyl]-2-amine FC1=CC(=C(C(=C1)C1=CC=CC=C1)N)C(C)C